2-(1,1,1-trifluoro-2-propyl)-2-methyl-succinic acid di-neopentyl ester C(C(C)(C)C)OC(C(CC(=O)OCC(C)(C)C)(C)C(C(F)(F)F)C)=O